2-(6-(((1R,4R,5R,6S)-6-fluoro-1,4-dimethyl-2-azabicyclo[2.2.2]octan-5-yl)oxy)pyridazin-3-yl)-5-(1H-imidazol-1-yl)phenol F[C@@H]1[C@@H]([C@]2(CN[C@@]1(CC2)C)C)OC2=CC=C(N=N2)C2=C(C=C(C=C2)N2C=NC=C2)O